CCOC(=O)C[C@H](CCl)O (R)-(+)-4-chloro-3-hydroxybutyric acid ethyl ester